NC1=C(C=C(C=C1)NC(CCOCCC(=O)O)=O)[N+](=O)[O-] 3-{3-[(4-amino-3-nitrophenyl)amino]-3-oxopropoxy}propanoic acid